8-((R or S)-3-(2-(5-fluoro-thiophen-2-yl)ethyl)-1-(2-(6-methylpyridin-3-yl)propan-2-yl)pyrrolidin-3-yl)-5,6-dihydro-8H-imidazo[2,1-c][1,4]oxazine FC1=CC=C(S1)CC[C@@]1(CN(CC1)C(C)(C)C=1C=NC(=CC1)C)C1OCCN2C1=NC=C2 |o1:8|